(2-acetamidophenyl)-boronic acid C(C)(=O)NC1=C(C=CC=C1)B(O)O